C(C)OC(C=CC(OCC)OCC)OCC 1,1,4,4-tetraethoxy-2-butene